tert-butyl ((8-(hydroxymethyl)-8-methyl-7,8-dihydro-2H-1,6,9-trioxa-9a-borabenzo[cd]azulen-2-yl)methyl)carbamate OCC1(COC=2C3=C(C(OB3O1)CNC(OC(C)(C)C)=O)C=CC2)C